C(#N)N1CC(CC1)NC(=O)C1=CC=C(C=C1)C1=C(C=CC=C1)OC N-(1-cyanopyrrolidin-3-yl)-2'-methoxy-[1,1'-biphenyl]-4-carboxamide